5-fluoro-4-imino-3-methyl-1-[(4-methyl-phenyl)sulfonyl]-3,4-dihydropyrimidin-2(1H)-one FC=1C(N(C(N(C1)S(=O)(=O)C1=CC=C(C=C1)C)=O)C)=N